3-(3',5'-difluoro-[1,1'-biphenyl]-4-yl)propanoic acid FC=1C=C(C=C(C1)F)C1=CC=C(C=C1)CCC(=O)O